4-octylresorcinol C(CCCCCCC)C1=C(C=C(O)C=C1)O